OC1=C(C=C(C=C1C(C)(C)C)OCCOC(C(=C)C)=O)N1N=C2C(=N1)C=CC(=C2)C 2-(2'-hydroxy-5'-(2''-methacryloyloxyethoxy)-3'-t-butylphenyl)-5-methyl-2H-benzotriazole